C1(CC1)N1C(C[C@H](C1)CN1N=C2N=C(C=CC2=C1[C@H](C)O)C1=C(C=C(C=C1C)C(F)(F)F)O)=O (R)-1-cyclopropyl-4-((6-(2-hydroxy-6-methyl-4-(trifluoromethyl)phenyl)-3-((S)-1-hydroxyethyl)-2H-pyrazolo[3,4-b]pyridin-2-yl)methyl)pyrrolidin-2-one